5-fluoro-6-(2-(4-fluoro-3-(2-methyl-1H-imidazol-1-yl)phenoxy)ethoxy)nicotinonitrile FC=1C(=NC=C(C#N)C1)OCCOC1=CC(=C(C=C1)F)N1C(=NC=C1)C